Methyl 3-nitro-4-(2-(3-(trifluoromethyl)bicyclo[1.1.1]pentane-1-carbonyl)-1H-pyrrol-1-yl)benzoate [N+](=O)([O-])C=1C=C(C(=O)OC)C=CC1N1C(=CC=C1)C(=O)C12CC(C1)(C2)C(F)(F)F